NC[C@@H](O)C=1C=CC(=NC1)C1=C(C=C(C#N)C=C1)OC=1N(N=C(C1)C=1SC=CN1)C 4-[5-[(1S)-2-amino-1-hydroxyethyl]pyridin-2-yl]-3-[2-methyl-5-(1,3-thiazol-2-yl)pyrazol-3-yl]oxybenzonitrile